2-fluoro-2-(3-fluorophenyl)propanoic acid FC(C(=O)O)(C)C1=CC(=CC=C1)F